CC=1N=C(C2=C(N1)OC=C2C(=O)NC(C)C2=NOC(=C2)C)NC2(CC2)C methyl-N-[1-(5-methyl-1,2-oxazol-3-yl)ethyl]-4-[(1-methylcyclopropyl)amino]furo[2,3-d]pyrimidine-5-carboxamide